O1CC(C1)C(=O)OC methyl oxetane-3-carboxylate